N-((7-(5-(difluoromethyl)-1,3,4-oxadiazol-2-yl)imidazo[1,2-a]pyridin-2-yl)methyl)-N-(3-fluorophenyl)-1-(2-oxaspiro[3.3]heptan-6-yl)piperidine-4-sulfonamide FC(C1=NN=C(O1)C1=CC=2N(C=C1)C=C(N2)CN(S(=O)(=O)C2CCN(CC2)C2CC1(COC1)C2)C2=CC(=CC=C2)F)F